tert-butyl (R)-3-((4-(((trifluoromethyl)sulfonyl)oxy)pyrazolo[1,5-d][1,2,4]triazin-7-yl)amino)piperidine-1-carboxylate FC(S(=O)(=O)OC=1C=2N(C(=NN1)N[C@H]1CN(CCC1)C(=O)OC(C)(C)C)N=CC2)(F)F